C1(CC1)C(C1=CC(=NC=C1)NC([C@H](C1CCC(CC1)(F)F)NC(=O)C=1OC=CN1)=O)NC(CCC(F)(F)F)=O N-((1S)-2-((4-(Cyclopropyl(4,4,4-trifluorobutanamido)methyl)pyridin-2-yl)amino)-1-(4,4-difluorocyclohexyl)-2-oxoethyl)oxazole-2-carboxamide